C(C)N(C(OCC1=CC=CC=C1)=O)[C@H]1C[C@H]2CCCC(N2C1)=O benzyl ethyl((2S,8aR)-5-oxooctahydroindolizin-2-yl)carbamate